C1(CC1)C1CC2=C(N=C(N=C2C2=CC=CC=C2)N2[C@H](CC2)C)C1 6-cyclopropyl-2-((S)-2-methylazetidin-1-yl)-4-phenyl-6,7-dihydro-5H-cyclopenta[d]pyrimidine